FC1(CN(CC1)C1=CN=CC(=N1)/C(=C/C1=CC=C(C(=C1N1CC2(CCC1)CCNCC2)C(F)(F)F)OC2=CC=CC=C2)/F)F (Z)-2-(6-(2-(6-(3,3-difluoropyrrolidin-1-yl)pyrazin-2-yl)-2-fluorovinyl)-3-phenoxy-2-(trifluoromethyl)phenyl)-2,9-diazaspiro[5.5]undecane